4-[(3S)-3-amino-3-methylpyrrolidin-1-yl]-5-(3-chloro-5-fluorophenyl)-N-[(1S)-1-cyclopropylethyl]-6-(trifluoromethyl)pyridine-3-carboxamide N[C@@]1(CN(CC1)C1=C(C=NC(=C1C1=CC(=CC(=C1)F)Cl)C(F)(F)F)C(=O)N[C@@H](C)C1CC1)C